N-[3-(4-{6-[(tert-butyldimethylsilyl)oxy]-3-{[(E)-(phenylmethylidene)amino]oxy}hexyl}-2-oxopiperazin-1-yl)propyl]-3-hydroxy-4,5-dimethoxybenzamide [Si](C)(C)(C(C)(C)C)OCCCC(CCN1CC(N(CC1)CCCNC(C1=CC(=C(C(=C1)OC)OC)O)=O)=O)O/N=C/C1=CC=CC=C1